ClC=1C(=NC(=NC1)NC1=C(C=C(C=C1)N1CCC(CC1)NCCCCCCSC1=C2CN(C(C2=CC=C1)=O)C1C(NC(CC1)=O)=O)OC)NC1=C(C=CC=C1)P(=O)(OC)OC 3-(4-((6-((1-(4-((5-chloro-4-((2-(dimethylphosphono)phenyl)amino)pyrimidin-2-yl)amino)-3-methoxyphenyl)piperidin-4-yl)amino)hexyl)thio)-1-oxoisoindolin-2-yl)piperidine-2,6-dione